6-(difluoromethyl)-8-hydroxy-3,4-dihydroisoquinoline-2(1H)-carboxylic acid tert-butyl ester C(C)(C)(C)OC(=O)N1CC2=C(C=C(C=C2CC1)C(F)F)O